ClC=1C(=C(C=CC1Cl)NC1=C(C=NC2=CC(=CC=C12)OC)C#N)F 4-((3,4-dichloro-2-fluorophenyl)amino)-7-methoxy-quinoline-3-carbonitrile